FC=1C=C(C=CC1)C#CC=1C=C2CCC(C2=CC1)N1CCCCC1 (3R)-1-(5-((3-fluorophenyl)ethynyl)-2,3-dihydro-1H-inden-1-yl)piperidine